C1(=CC=C(C=C1)/C=C/C1=CC=[N+](C=C1)C)/C=C/C1=CC=[N+](C=C1)C 4,4'-((1E,1'E)-1,4-phenylenebis(ethene-2,1-diyl))bis(1-methylpyridin-1-ium)